tris((2-(3,5-bis(trifluoromethyl)benzoyl)-1,1-dioxidobenzo[b]thiophen-3-yl)oxy)iron FC(C=1C=C(C(=O)C2=C(C3=C(S2(=O)=O)C=CC=C3)O[Fe](OC=3C2=C(S(C3C(C3=CC(=CC(=C3)C(F)(F)F)C(F)(F)F)=O)(=O)=O)C=CC=C2)OC=2C3=C(S(C2C(C2=CC(=CC(=C2)C(F)(F)F)C(F)(F)F)=O)(=O)=O)C=CC=C3)C=C(C1)C(F)(F)F)(F)F